ethyl (6-hydroxy-5'-methyl-4-pentyl-2'-(prop-1-en-2-yl)-1',2',3',4'-tetrahydro-[1,1'-biphenyl]-2-yl) benzylphosphonate C(C1=CC=CC=C1)P(OCC)(OC1=C(C(=CC(=C1)CCCCC)O)C1C(CCC(=C1)C)C(=C)C)=O